oct-3-yn-1-yl 8-((2-hydroxyethyl)amino)octanoate OCCNCCCCCCCC(=O)OCCC#CCCCC